CC=1C=C(C=CC1)N(C=1C=C(C=CC1)C1=CC=C(C=C1)N(C1=CC=CC=C1)C1=CC(=CC=C1)C)C1=CC=CC=C1 N,N'-bis(3-methylphenyl)-N,N'-diphenyl-[1,1'-biphenyl]-3,4'-diamine